O=C1C(NC2=CC=C(C=C2N1)C(=O)OC)C1=CC=CC=C1 methyl 3-oxo-2-phenyl-1,2,3,4-tetrahydroquinoxaline-6-carboxylate